8-Benzyl-6-(2,6-difluorophenyl)-2-(furan-2-ylmethyl)imidazo[1,2-a]pyrazin-3-yl-acetat C(C1=CC=CC=C1)C=1C=2N(C=C(N1)C1=C(C=CC=C1F)F)C(=C(N2)CC=2OC=CC2)CC(=O)[O-]